ClCCCCOC1=CC=C2CCC(N(C2=C1)COC(CCCCCCCCCCCCCCCCCCCCC)=O)=O docosanoic acid 7-(4-chlorobutoxy)-2-oxo-3,4-dihydro-2H-quinolin-1-ylmethyl ester